C1(=CC=CC=C1)C=1C=CC=C(C1)C1=CC=CC=C1 5-phenylbiphenyl